COC(=O)C1=NC2=CC=C(C=C2C(=C1)C(F)(F)F)Cl 6-chloro-4-(trifluoromethyl)quinoline-2-carboxylic acid methyl ester